CC1N(CCN(C1)C)NC1=CC=CC=C1 (2,4-dimethylpiperazin-1-yl)aniline